METHYLTHIOPENTENE CCCC=CSC